C(C(=C)C)(=O)OC(C(C)C)C(CC)C 2,4-dimethyl-3-hexyl methacrylate